triazacytidine N1(N(O)N(O)[C@@H](CO)O1)N1C(=O)N=C(N)C=C1